racemic-(S,R)-ketoprofen OC(=O)[C@@H](C)C1=CC(C(=O)C2=CC=CC=C2)=CC=C1 |r|